5-(1-((6-chloropyridin-3-yl)sulfonyl)piperidin-4-yl)-1H-pyrrolo[2,3-c]pyridine ClC1=CC=C(C=N1)S(=O)(=O)N1CCC(CC1)C=1C=C2C(=CN1)NC=C2